[Li+].P(=O)(O)([O-])[O-].[Li+] hydrogen phosphate, lithium salt